[Al](I)(I)I aluminum iodide